cis-8-dimethylamino-8-phenyl-3-pyrimidin-5-yl-1,3-diazaspiro[4.5]decan-2-one CN(C1(CCC2(CN(C(N2)=O)C=2C=NC=NC2)CC1)C1=CC=CC=C1)C